F[B-](F)(F)F.C1C[N+]12CCCCCC2 3-azoniaspiro[2.6]nonane tetrafluoroborat